1-(3-cyclopropylpropyl)-3-methyl-N-(7-methyl-[1,2,4]triazolo[1,5-a]pyridin-6-yl)-1H-pyrazolo[3,4-d]pyrimidin-6-amine C1(CC1)CCCN1N=C(C=2C1=NC(=NC2)NC=2C(=CC=1N(C2)N=CN1)C)C